C1CC12C1(CC1)C2CCO 2-dispiro[2.0.2.1]heptane-7-ylethanol